C(C#C)N1N=C(C2=CC=CC=C12)C(=O)OC methyl 1-(prop-2-yn-1-yl)-1H-indazole-3-carboxylate